C(CCCC)C(C=C)CCCCCC 3-pentyl-1-nonene